4-chloro-5-fluoro-N-(tetrahydro-2H-pyran-4-yl)pyrimidin-2-amine ClC1=NC(=NC=C1F)NC1CCOCC1